FC=1C=C(C=CC1C(F)(F)F)N1C=NN(C1=O)CC1=CC(=C(OC(C(=O)OCC)(C)C)C=C1)C Ethyl 2-(4-((4-(3-fluoro-4-(trifluoro-methyl)phenyl)-5-oxo-4,5-dihydro-1H-1,2,4-triazol-1-yl)methyl)-2-methylphenoxy)-2-methylpropionate